ClC=1C(=NC=CC1S)N1CCOCC1 3-chloro-2-morpholinopyridin-4-thiol